(S)-2-(methylamino)-3-(6-oxo-1,6-dihydropyridin-2-yl)propanoic acid CN[C@H](C(=O)O)CC=1NC(C=CC1)=O